(3-(aminomethyl)piperidin-1-yl)(3-(6-morpholino-1H-benzo[d]imidazol-2-yl)-1H-indazol-5-yl)methanone NCC1CN(CCC1)C(=O)C=1C=C2C(=NNC2=CC1)C1=NC2=C(N1)C=C(C=C2)N2CCOCC2